(S)- and (R)-2-((4-chlorophenethyl)amino)-1-(1H-indazol-3-yl)-2-phenylethan-1-one ClC1=CC=C(CCN[C@H](C(=O)C2=NNC3=CC=CC=C23)C2=CC=CC=C2)C=C1 |r|